COC1C(CC12CCC2)NC(C)=O N-{1-methoxyspiro[3.3]heptan-2-yl}acetamide